N-butyl-2-(5-chloro-2-oxo-2,3-dihydro-1H-indol-1-yl)acetamide C(CCC)NC(CN1C(CC2=CC(=CC=C12)Cl)=O)=O